(S)-6-(1-amino-1,3-dihydro-spiro[inden-2,4'-piperidin]-1'-yl)-3-(1-(5-(hydroxymethyl)thiophen-2-yl)vinyl)-1,5-dihydro-4H-pyrazolo[3,4-d]pyrimidin-4-one N[C@@H]1C2=CC=CC=C2CC12CCN(CC2)C=2NC(C1=C(N2)NN=C1C(=C)C=1SC(=CC1)CO)=O